F[C@H]1[C@@H]([C@H]2CN[C@@]1(CC2)C)N(C2=CC=C(N=N2)C2=C(C=C(C=C2)N2C=NC=C2)O)C 2-(6-(((1R,4R,5R,6S)-6-fluoro-1-methyl-2-azabicyclo[2.2.2]octan-5-yl)(methyl)amino)pyridazin-3-yl)-5-(1H-imidazol-1-yl)phenol